3,9-bis(2,4-di-tert-butyl-4-methylphenoxy)-2,4,8,10-tetraoxa-3,9-diphosphaspiro[5.5]undecane C(C)(C)(C)C1=C(OP2OCC3(CO2)COP(OC3)OC3=C(CC(C=C3)(C(C)(C)C)C)C(C)(C)C)C=CC(C1)(C)C(C)(C)C